(R)-6-chloro-3-((1-(2-(4-(5-chloropyrimidin-2-yl)piperidin-1-yl)-3,6-dimethyl-4-oxo-3,4-dihydroquinazolin-8-yl)ethyl)amino)-N-(methylsulfonyl)picolinamide ClC1=CC=C(C(=N1)C(=O)NS(=O)(=O)C)N[C@H](C)C=1C=C(C=C2C(N(C(=NC12)N1CCC(CC1)C1=NC=C(C=N1)Cl)C)=O)C